ClCC(=O)NC 2-chloro-N-methyl-acetamide